(Z)-2-(4-chlorobenzyl)-6-hydroxybenzofuran-3(2H)-one ClC1=CC=C(CC2OC3=C(C2=O)C=CC(=C3)O)C=C1